2,3-Dihydro-benzofuran-5-carboxylic acid [4-methoxy-7-(1-methyl-1H-pyrazol-4-yl)-thiazolo[4,5-c]pyridin-2-yl]-amide COC1=NC=C(C2=C1N=C(S2)NC(=O)C=2C=CC1=C(CCO1)C2)C=2C=NN(C2)C